((1H-Imidazol-4-yl)(phenyl)methyl)-4-methylaniline N1C=NC(=C1)C(C1=CC=CC=C1)NC1=CC=C(C=C1)C